BrC1(N(CCOC1)C)CCCC bromo-N-methylbutylmorpholine